[(2S,3R,4R,5S)-4,5-diacetoxy-6-hydroxy-2-methyl-tetrahydropyran-3-yl] acetate C(C)(=O)O[C@@H]1[C@@H](OC([C@H]([C@@H]1OC(C)=O)OC(C)=O)O)C